[Si](C)(C)(C(C)(C)C)OCN1CCCC1 (((tert-butyldimethylsilyl)oxy)methyl)pyrrolidine